CC1=NC2=C(N1CC1=CC(=CC=C1)Cl)C=C(C=C2CCS(=O)(=O)N)C=2C1=C(C(N(C2)C)=O)NC=C1 (2-methyl-6-(6-methyl-7-oxo-6,7-dihydro-1H-pyrrolo[2,3-c]pyridin-4-yl)-1-(3-chlorobenzyl)-1H-benzo[d]imidazol-4-yl)ethylsulfonamide